(3R,4R)-3-[(4R)-benzyl-2-oxo-oxazolidine-3-carbonyl]-4-(1,3-thiazol-2-yl)-pyrrolidine-1-carboxylic acid tert-butyl ester C(C)(C)(C)OC(=O)N1C[C@@H]([C@H](C1)C=1SC=CN1)C(=O)N1C(OC[C@H]1CC1=CC=CC=C1)=O